(trans)-4-((R)-2-(diethylamino)-6-methyl-4-oxo-5,6,7,8-tetrahydropyrido[3,4-d]pyrimidin-3(4H)-yl)-N-methylcyclohexanecarboxamide hydrochloride Cl.C(C)N(C=1N(C(C2=C(N1)CN[C@@H](C2)C)=O)[C@@H]2CC[C@H](CC2)C(=O)NC)CC